4-(4,4,5,5-tetramethyl-1,3,2-dioxaborolan-2-yl)-7-(trifluoromethyl)-1H-indazole CC1(OB(OC1(C)C)C1=C2C=NNC2=C(C=C1)C(F)(F)F)C